2-hydroxyethyl-1,3-dimethyl-1,4-dihydropyrimidinium OCC[N+]1(CN(CC=C1)C)C